(S)-N-methyl-1-phenylethane-1-amine CN[C@@H](C)C1=CC=CC=C1